chlorotriphenylphosphine-d ClP([2H])(C1=CC=CC=C1)(C1=CC=CC=C1)C1=CC=CC=C1